C(N)(OC(C1=CC=C(C=C1)N)=O)=O p-aminobenzoyl Carbamate